ClC=1C=C(C=C2C(=C(C=NC12)C#N)NC=1C=NC(=C(C1)F)F)N[C@@H](C=1C(=NC(=CC1)F)C)C=1N=NN(C1)C1(CC1)C(F)F (S)-8-chloro-6-(((1-(1-(difluoromethyl)cyclopropyl)-1H-1,2,3-triazol-4-yl)(6-fluoro-2-methylpyridin-3-yl)methyl)amino)-4-((5,6-difluoropyridin-3-yl)amino)quinoline-3-carbonitrile